methyl (1S)-3'-methyl-3-oxospiro[cyclohexane-1,1'-indene]-4-carboxylate CC1=C[C@@]2(C3=CC=CC=C13)CC(C(CC2)C(=O)OC)=O